C(C)(C)(C)OC(=O)N[C@H](C(=O)O)C[C@H]1C(NCC1)=O (2S)-2-(tert-butoxycarbonylamino)-3-[(3S)-2-oxopyrrolidin-3-yl]propaneic acid